COC(=O)C1=NC=C(N=C1)C(C(=O)OC(C)(C)C)C#N 5-(2-(tert-butoxy)-1-cyano-2-oxoethyl)pyrazine-2-carboxylic acid methyl ester